CC(=C)C(=O)OCC[N+](C)(C)C.[Cl-] 2-(methacryloyloxy)-N,N,N-trimethylethanaminium chloride